Methyl (S)-4-(4-(3-amino-6-chloropyridazin-4-yl)morpholin-2-yl)-2-methylbenzoate NC=1N=NC(=CC1N1C[C@@H](OCC1)C1=CC(=C(C(=O)OC)C=C1)C)Cl